FC=1C=C(C=CC1)NC(=O)C=1C(N(C2=CC(=CC=C2C1O)N1CCN(CC1)C)CC(C)C)=O N-(3-fluorophenyl)-4-hydroxy-1-isobutyl-7-(4-methylpiperazin-1-yl)-2-oxo-1,2-dihydroquinoline-3-carboxamide